3-{4-[4-(4-bromo-3-methoxyphenyl)piperazine-1-sulfonyl]phenyl}-1-(pyridin-3-ylmethyl)urea BrC1=C(C=C(C=C1)N1CCN(CC1)S(=O)(=O)C1=CC=C(C=C1)NC(NCC=1C=NC=CC1)=O)OC